8-{3,6-diazabicyclo[3.1.0]hexan-6-yl}-N-{8-fluoro-2-methylimidazo[1,2-a]pyridin-6-yl}quinoxaline-5-carboxamide C12CNCC2N1C1=CC=C(C=2N=CC=NC12)C(=O)NC=1C=C(C=2N(C1)C=C(N2)C)F